BrC=1C(=CC2=C(CCC(O2)C)C1)F 6-bromo-7-fluoro-2-methyl-3,4-dihydro-2H-1-benzopyran